C(N)(=N)C=1C=C(SC1)CNC(=O)C1N(CC2(CC2)C1)C(CNC(=O)C1=CC=C(C=C1)OC1=CC=CC=C1)=O N-[(4-Carbamimidoylthiophen-2-yl)methyl]-5-{2-[(4-phenoxyphenyl)formamido]acetyl}-5-azaspiro[2.4]heptane-6-carboxamide